4-(methyl-(isoquinolin-7-yl)amino)piperidine-1-carboxylic acid tert-butyl ester C(C)(C)(C)OC(=O)N1CCC(CC1)N(C1=CC=C2C=CN=CC2=C1)C